7-((tert-butyldimethylsilyl)oxy)-5-phenyl-2,5,6,7-tetrahydro-3H-pyrrolo[2,1-c][1,2,4]triazol-3-one [Si](C)(C)(C(C)(C)C)OC1CC(N2C1=NNC2=O)C2=CC=CC=C2